1-cis-(4-hydroxyphenyl)-4-(4-methoxyphenyl)-7-methoxy-8-methyl-chroman OC1=CC=C(C=C1)C1OC2=C(C(=CC=C2C(C1)C1=CC=C(C=C1)OC)OC)C